OCC1=C(C=CC=C1)CN1N=NC=2CN(CCC21)C(=O)OC(C)(C)C Tert-Butyl 1-[[2-(hydroxymethyl)phenyl]methyl]-1H,4H,5H,6H,7H-[1,2,3]triazolo[4,5-c]pyridine-5-carboxylate